4-cyano-4-(phenylthiocarbonylthio)valeric anhydride C(#N)C(CCC(=O)OC(CCC(C)(C#N)SC(=S)C1=CC=CC=C1)=O)(C)SC(=S)C1=CC=CC=C1